methyl-3-[(7R)-7-{[(tert-butoxy)carbonyl]amino}-5-azaspiro[2.4]heptane-5-carbonyl]bicyclo[1.1.1]pentane-1-carboxylic acid CC1C2(CC1(C2)C(=O)N2CC1(CC1)[C@H](C2)NC(=O)OC(C)(C)C)C(=O)O